2-[3-[5-benzyloxy-1-(4-fluoro-3-methyl-phenyl)-2-tetrahydropyran-4-yl-indol-3-yl]cyclohexylidene]acetic acid C(C1=CC=CC=C1)OC=1C=C2C(=C(N(C2=CC1)C1=CC(=C(C=C1)F)C)C1CCOCC1)C1CC(CCC1)=CC(=O)O